2-((5-fluoropyridin-3-yl)methyl)-6-(2-(2-methylpropoxy-2-d)pyrimidin-5-yl)pyridazin-3(2H)-one FC=1C=C(C=NC1)CN1N=C(C=CC1=O)C=1C=NC(=NC1)OCC(C)([2H])C